C(C)(=O)N[C@@H](CC1=CNC=N1)C(=O)O Nα-acetyl-histidine